N-((3S,4R)-1-methyl-4-(2-(trifluoromethyl)phenyl)pyrrolidin-3-yl)-3-(2-methylpyridin-4-yl)-1H-pyrazolo[3,4-b]pyridine-5-amide CN1C[C@H]([C@@H](C1)C1=C(C=CC=C1)C(F)(F)F)NC(=O)C=1C=C2C(=NC1)NN=C2C2=CC(=NC=C2)C